4-nitro-2-(6-azaspiro[2.5]oct-6-yl)benzoyl-hydrazine [N+](=O)([O-])C1=CC(=C(C(=O)NN)C=C1)N1CCC2(CC2)CC1